CC1=NC(=NC=2N([C@H](C(NC12)=O)C)C)NCC=1C=NN(C1)C1CCOCC1 (7S)-4,7,8-trimethyl-2-(((1-(tetrahydro-2H-pyran-4-yl)-1H-pyrazol-4-yl)methyl)amino)-7,8-dihydropteridin-6(5H)-one